5-chloro-3-(2,6-difluorophenyl)-2-iodopyridine ClC=1C=C(C(=NC1)I)C1=C(C=CC=C1F)F